ClC=1C=CC(=C2CN(C(C12)=O)C1CCC(CC1)C(NC1=CC(=C(C=C1)C)OC)=O)CNC(OCCCC)=O butyl ((7-chloro-2-((1s,4s)-4-((3-methoxy-4-methylphenyl)carbamoyl)cyclohexyl)-1-oxoisoindolin-4-yl)methyl)carbamate